C(#C)C1=CC2=C(C=3N(CCO2)C2=C(C3C3=CC(=C(C=C3)OC3=NC=CC(=N3)C)F)C(=NC=N2)N)C=N1 3-ethynyl-13-(3-fluoro-4-((4-methylpyrimidin-2-yl)oxy)phenyl)-6,7-dihydropyrido[3,4-f]pyrimido[5',4':4,5]pyrrolo[1,2-d][1,4]oxazepine-12-amine